NC1CC2=CC=C(C=C2C1)C(=O)NC1=CC=C(C=C1)S(=O)(=O)N1CCN(CC1)C1=NC(=CC(=C1)C(F)(F)F)Cl 2-Amino-N-[4-[4-[6-chloro-4-(trifluoromethyl)-2-pyridyl]piperazin-1-yl]sulfonylphenyl]indane-5-carboxamide